((4aR,8aS)-1-(4-fluorophenyl)-6-((1-propyl-1H-pyrazol-4-yl)sulfonyl)-4,4a,5,6,7,8,8a,9-octahydro-1H-pyrazolo[3,4-g]isoquinolin-4a-yl)(pyridin-2-yl)methanone FC1=CC=C(C=C1)N1N=CC2=C1C[C@@H]1CCN(C[C@]1(C2)C(=O)C2=NC=CC=C2)S(=O)(=O)C=2C=NN(C2)CCC